[Na].O[C@@H](CC(=O)O)CC R-3-hydroxyvaleric acid sodium